C(C)(C)(C)OC(=O)N1CC2=C(C=CC(=C2C1=O)NC=1C=CC2=C(CCN(CC2)C(=O)OC(C)(C)C)N1)C=1C=NN2C1C=CC(=C2)C tert-butyl 2-((2-(tert-butoxycarbonyl)-7-(6-methylpyrazolo[1,5-a]pyridin-3-yl)-3-oxoisoindolin-4-yl) amino)-5,6,8,9-tetrahydro-7H-pyrido[2,3-d]azepin-7-carboxylate